4-Methoxy-5-methyl-6-(2-(2-methyl-1-(2-(trifluoromethyl)pyridin-4-yl)azetidin-3-yl)acetyl)-6,7-dihydro-5H-pyrrolo[3,4-d]pyrimidine-2-carbonitrile COC=1C2=C(N=C(N1)C#N)CN(C2C)C(CC2C(N(C2)C2=CC(=NC=C2)C(F)(F)F)C)=O